COC=1C=CC(=C(NCCCC2=CC=CC=C2)C1)[N+](=O)[O-] 5-Methoxy-2-nitro-N-(3-phenylpropyl)aniline